(2S,4S)-4-fluoro-1-[2-[4-[(8-nitro-5-isoquinolinyl)amino]-1-piperidinyl]acetyl]pyrrolidine-2-carbonitrile F[C@H]1C[C@H](N(C1)C(CN1CCC(CC1)NC1=C2C=CN=CC2=C(C=C1)[N+](=O)[O-])=O)C#N